5-phenylnaphtho[1,2-b]benzofuran-7-ol C1(=CC=CC=C1)C1=CC2=C(OC=3C2=C(C=CC3)O)C=3C=CC=CC13